C(C)OC(=O)C=1C=NN2C1N=C(C(=C2O)CC=C)O 6-allyl-5,7-dihydroxypyrazolo[1,5-a]pyrimidine-3-carboxylic acid ethyl ester